FC(C1(CC(C1)C(=O)O)OC)F 3-(difluoromethyl)-3-methoxycyclobutanecarboxylic acid